3-(3-(hydroxy-2,6-dimethylphenyl)-4-oxo-4,7-dihydro-3H-pyrrolo[2,3-d]pyrimidin-6-yl)-3-methoxypyridinenitrile OC=1C(=C(C(=CC1)C)N1C=NC2=C(C1=O)C=C(N2)C2(C(N=CC=C2)C#N)OC)C